CS(=O)(=O)C1=NC=C(C=N1)CC(CCC=C)C(=O)N 6-(2-(methylsulfonyl)pyrimidin-5-yl)hex-en-5-carboxamide